3-benzyl-1-(trans-4-((5-cyano-4-((3-hydroxy-3-methylbutan-2-yl)amino)pyrimidin-2-yl)amino)cyclohexyl)-1-(5-(1-methyl-1H-pyrazol-4-yl)pyridin-2-yl)urea C(C1=CC=CC=C1)NC(N(C1=NC=C(C=C1)C=1C=NN(C1)C)[C@@H]1CC[C@H](CC1)NC1=NC=C(C(=N1)NC(C)C(C)(C)O)C#N)=O